O1C=CC2=C1CC=CC2 4,7-dihydrobenzofuran